FC(CN1CCNC(C2=C1C1=C(O2)C=CC(=C1)C(F)(F)F)=O)(C1OCCC(C1)=O)F 1-(2,2-difluoro-2-(4-oxotetrahydro-2H-pyran-2-yl)ethyl)-9-(trifluoromethyl)-1,2,3,4-tetrahydro-5H-benzofuro[3,2-e][1,4]diazepin-5-one